C(C)(=O)OCC(CC1=C(N(C2=CC=C(C=C12)Br)CC(F)(F)F)C=1C=C(C=NC1C(C)OC)B(O)O)(C)C (5-(3-(3-acetoxy-2,2-dimethylpropyl)-5-bromo-1-(2,2,2-trifluoroethyl)-1H-indol-2-yl)-6-(1-methoxyethyl)pyridin-3-yl)boronic acid